potassium tetrakis(2,4-dimethylphenyl)borate CC1=C(C=CC(=C1)C)[B-](C1=C(C=C(C=C1)C)C)(C1=C(C=C(C=C1)C)C)C1=C(C=C(C=C1)C)C.[K+]